(R)-1-(2-methyl-3-(trifluoromethyl)phenyl)ethan-1-aminium chloride [Cl-].CC1=C(C=CC=C1C(F)(F)F)[C@@H](C)[NH3+]